FC(OC1=C(C=C(C=C1)OC1=CC(=CC=C1)CN1CCOCC1)C1=NN(C=C1NC(=O)C=1C=NN2C1N=CC=C2)C)F N-[3-[2-(difluoromethoxy)-5-[3-(morpholinomethyl)phenoxy]phenyl]-1-methyl-pyrazol-4-yl]pyrazolo[1,5-a]pyrimidine-3-carboxamide